cis-3-(6-chloro-1H-pyrazolo[3,4-d]pyrimidin-1-yl)cyclohexan-1-ol ClC1=NC=C2C(=N1)N(N=C2)[C@H]2C[C@H](CCC2)O